FC(C=1NC(C2=CC=CC=C2C1)=O)(F)F 3-(trifluoromethyl)isoquinolin-1(2H)-one